8-methylnonyl 3-((3-(2-hexyldecanamido)-4-oxo-4-((2-(piperidin-1-yl)ethyl)amino)butyl)thio)propanoate C(CCCCC)C(C(=O)NC(CCSCCC(=O)OCCCCCCCC(C)C)C(NCCN1CCCCC1)=O)CCCCCCCC